(E)-N'-hydroxy-N-(4-hydroxyphenyl)-N-methyl-6-(methyl-(piperidin-4-yl)amino)-pyridazine-3-carboximidamide O\N=C(\N(C)C1=CC=C(C=C1)O)/C=1N=NC(=CC1)N(C1CCNCC1)C